9-bromo-3-fluoro-2-iodo-5,6-dihydrobenzo[f]imidazo[1,2-d][1,4]oxazepine BrC1=CC2=C(C=3N(CCO2)C(=C(N3)I)F)C=C1